[K].N=1C=C(N2C1COCC2)C(=O)N2CC1=C(CC2)C(=CS1)C(=O)NC=1C=NC=C(C1)C(F)(F)F 6-(5,6-dihydro-8H-imidazo[2,1-c][1,4]oxazine-3-carbonyl)-N-(5-(trifluoromethyl)pyridin-3-yl)-4,5,6,7-tetrahydrothieno[2,3-c]pyridine-3-carboxamide potassium